1-(tert-butyl) 2-methyl (2S,3R,4R)-4-fluoro-3-methylpyrrolidine-1,2-dicarboxylate F[C@@H]1[C@@H]([C@H](N(C1)C(=O)OC(C)(C)C)C(=O)OC)C